F[C@@H](C1=CC2=C(SC(=C2)C(N[C@H]2CCC[C@@H]3N(C2=O)[C@@H](CC3)C(=O)N3CC(C3)C=3C=NC=CC3OC)=O)C=C1)P(O)(O)=O ((R)-fluoro(2-(((3S,6S,9aS)-3-(3-(4-methoxypyridin-3-yl)azetidine-1-carbonyl)-5-oxooctahydro-1H-pyrrolo[1,2-a]azepin-6-yl)carbamoyl)benzo[b]thiophen-5-yl)methyl)phosphonic acid